S1C(=NC2=C1C=CC=C2)SC(C(=O)O)CC(=O)O (1,3-benzothiazol-2-ylsulfanyl)succinic acid